[1-(2-azaspiro[3.3]heptan-6-ylmethyl)pyrazol-4-yl]-imino-oxo-(trifluoromethyl)-lambda6-sulfane C1NCC12CC(C2)CN2N=CC(=C2)S(C(F)(F)F)(=O)=N